(2S,12R,12aS)-9-fluoro-1,2,3,5,6,11,12,12a-octahydro-2,12-methanopyrrolo[1',2':1,2]azepino[4,5-b]indol-8-ol FC1=C(C=C2C3=C(NC2=C1)[C@H]1[C@H]2N(CC3)C[C@H](C2)C1)O